3-(4-((4-(2-(naphthalen-1-yl)ethyl)piperazin-1-yl)methyl)phenyl)benzamide C1(=CC=CC2=CC=CC=C12)CCN1CCN(CC1)CC1=CC=C(C=C1)C=1C=C(C(=O)N)C=CC1